N1N=CC(=C1)C1=NNC2=CC=C(C=C12)NC1=NC=C(C(=N1)NC1=C(C=CC=C1)P(C)(C)=O)Cl (2-((2-((3-(1H-pyrazol-4-yl)-1H-indazol-5-yl)amino)-5-chloropyrimidin-4-yl)amino)phenyl)dimethylphosphine oxide